methyl (2S)-2-[[(1S,3aR,7aS)-2,3,3a,4,5,6,7,7a-octahydro-1H-isoindole-1-carbonyl]amino]-3-[(3S)-2-oxo-3-piperidyl]propanoate [C@@H]1(NC[C@@H]2CCCC[C@H]12)C(=O)N[C@H](C(=O)OC)C[C@H]1C(NCCC1)=O